1-((2-(trimethylsilyl)ethoxy)methyl)-4,5,6,7-tetrahydro-1H-benzo[d][1,2,3]triazole-5-carboxylic acid C[Si](CCOCN1N=NC2=C1CCC(C2)C(=O)O)(C)C